1-[2-(4-methyl-5-methylsulfanyl-1,2,4-triazol-3-yl)-5-nitrophenyl]azepan CN1C(=NN=C1SC)C1=C(C=C(C=C1)[N+](=O)[O-])N1CCCCCC1